FC=1C=C(C=CC1OC)N1C(=NC2=C(C=C(C=C2C1=O)[N+](=O)[O-])C=1C=NC=CC1)[C@@H]1NCCC1 (R)-3-(3-fluoro-4-methoxyphenyl)-6-nitro-8-(pyridin-3-yl)-2-(pyrrolidin-2-yl)quinazolin-4(3H)-one